COC1=CC=C(C[C@H]2NCCC=3CCCCC23)C=C1 |r| (rac)-1-(4-methoxybenzyl)-1,2,3,4,5,6,7,8-octahydroisoquinoline